ON1C(CC(CC1(C)C)OC(CCCCCCCCCCCCCCCCC)=O)(C)C 1-oxyl-2,2,6,6-tetramethylpiperidine-4-yl-stearate